tert-butyl (S)-4-((tetrahydrofuran-3-yl) amino)-7,8-dihydro-1,6-naphthyridine-6(5H)-carboxylate O1C[C@H](CC1)NC1=CC=NC=2CCN(CC12)C(=O)OC(C)(C)C